FC1=NC(=C2N=CNC2=N1)N[C@@H](C)C=1N(C(C2=C(C=CC=C2C1)C)=O)C1=CC=CC=C1 (S)-3-(1-(2-fluoro-9H-purin-6-ylamino)ethyl)-8-methyl-2-phenylisoquinoline-1(2H)-one